(1S,2S)-2-(3-chlorophenyl)-N-(6-(((6-cyclopropyl-8-(methylsulfonyl)imidazo[1,2-a]pyridin-2-yl)methyl)amino)pyrimidin-4-yl)cyclopropane-1-carboxamide ClC=1C=C(C=CC1)[C@@H]1[C@H](C1)C(=O)NC1=NC=NC(=C1)NCC=1N=C2N(C=C(C=C2S(=O)(=O)C)C2CC2)C1